(9H-fluoren-9-yl)methyl ((S)-1-(((S)-1-hydroxy-3-((S)-2-oxopyrrolidin-3-yl)propan-2-yl)amino)-1-oxopentan-2-yl)carbamate OC[C@H](C[C@H]1C(NCC1)=O)NC([C@H](CCC)NC(OCC1C2=CC=CC=C2C=2C=CC=CC12)=O)=O